C(C)OC(=O)C1=C(SC(=C1C)C=1OC=CN1)NC(=O)N[C@@H](C(=O)OC(C)(C)C)C (R)-2-(3-(1-(tert-butoxy)-1-oxopropan-2-yl)ureido)-4-methyl-5-(oxazol-2-yl)thiophene-3-carboxylic acid ethyl ester